3-{[2-(4-chlorophenyl)imidazo[1,2-a]Pyrimidin-3-yl]Methyl}-N-ethyl-N-phenyl-3,8-diazabicyclo[3.2.1]Octane-8-carboxamide ClC1=CC=C(C=C1)C=1N=C2N(C=CC=N2)C1CN1CC2CCC(C1)N2C(=O)N(C2=CC=CC=C2)CC